BrC1=CC=C(C=C1)C1(CCN(CC1)C(C)C)OCC 4-(4-bromophenyl)-4-ethoxy-1-isopropyl-piperidine